5-(benzyloxy)-2-methyl-N-(1-methyl-1H-pyrazol-3-yl)-1-benzothiophene-3-carboxamide C(C1=CC=CC=C1)OC=1C=CC2=C(C(=C(S2)C)C(=O)NC2=NN(C=C2)C)C1